N=1C=CN2C1C=NC(=C2)C=2C=CC(=C(C2)O)C2=CN=C(N=N2)N2C[C@@H](NCC2)C(C)C 5-(imidazo[1,2-a]pyrazin-6-yl)-2-{3-[(3S)-3-(prop-2-yl)piperazin-1-yl]-1,2,4-triazin-6-yl}phenol